(E)-1-(10-((4-((3-chlorobenzyl)oxy)phenyl)amino)-2,3-dihydro-4H-[1,4]oxazino[2,3-f]quinazolin-4-yl)-4-(dimethylamino)but-2-en-1-one ClC=1C=C(COC2=CC=C(C=C2)NC2=NC=NC3=CC=C4C(=C23)OCCN4C(\C=C\CN(C)C)=O)C=CC1